pertechnetate potassium [K+].[Tc](=O)(=O)(=O)[O-]